CC(=CCC1=C2C(=C(C3=C1O[C@@]45[C@@H]6C(=O)[C@@H](C[C@]4(C(O6)(C)C)C/C=C(/C)\\C(=O)O)C7C5(C3=O)O7)O)C=CC(O2)(C)C)C The molecule is an epoxide that is the 8,8a-epoxy derivative of morellic acid. Isolated from Garcinia hanburyi it exhibits cytotoxic and anti-HIV activity.. It has a role as a metabolite, an anti-HIV-1 agent and an antineoplastic agent. It is a cyclic ketone, a dioxo monocarboxylic acid, an organic heterohexacyclic compound, a member of phenols, a polycyclic cage, an epoxide and an alpha,beta-unsaturated monocarboxylic acid. It derives from a morellic acid.